N1CC(C1)N1CCC(CC1)CO (1-(azetidin-3-yl)piperidin-4-yl)methanol